(S)-N-(1-(3-(2-ethylpyridin-4-yl)-1,2,4-oxadiazol-5-yl)ethyl)-1-methyl-3-(trifluoromethyl)-1H-pyrazole-5-carboxamide C(C)C1=NC=CC(=C1)C1=NOC(=N1)[C@H](C)NC(=O)C1=CC(=NN1C)C(F)(F)F